ClC=1C(=NC(=C(C(=O)NC2=CC(=C(C=C2)F)[N+](=O)[O-])C1)N1CCC(CCC1)(F)F)C 5-chloro-2-(4,4-difluoroazepan-1-yl)-N-(4-fluoro-3-nitrophenyl)-6-methylnicotinamide